COC(=O)C=1C2=C(SC1N)CCCC2 2-amino-4,5,6,7-tetrahydro-benzo[b]thiophene-3-carboxylic acid methyl ester